OC1=C(C=C(C=C1)/C=C/C(=O)NCC=1N=NN(C1)CC1=CC=C(C=C1)Cl)OC (E)-3-(4-hydroxy-3-methoxyphenyl)-N-((1-(4-chlorobenzyl)-1H-1,2,3-triazol-4-yl)methyl)acrylamide